7-Fluoro-6-(1-(8-isopropyl-8-azabicyclo[3.2.1]octan-3-yl)piperidin-4-yl)-1-methyl-2-(4-(methylsulfonyl)phenyl)-1H-benzo[d]imidazol FC1=C(C=CC2=C1N(C(=N2)C2=CC=C(C=C2)S(=O)(=O)C)C)C2CCN(CC2)C2CC1CCC(C2)N1C(C)C